1,3-cyclopentanediamine C1(CC(CC1)N)N